benzyl 2-(4-(methoxycarbonyl)phenyl)-4-methylenepiperidine-1-carboxylate COC(=O)C1=CC=C(C=C1)C1N(CCC(C1)=C)C(=O)OCC1=CC=CC=C1